(S)-N-(3-(5-(3-aminoprop-1-yn-1-yl)-1H-pyrrol-3-yl)prop-2-yn-1-yl)-2-(4-(4-chlorophenyl)-2,3,9-trimethyl-6H-thieno[3,2-f][1,2,4]triazolo[4,3-a][1,4]diazepin-6-yl)acetamide NCC#CC1=CC(=CN1)C#CCNC(C[C@H]1C=2N(C3=C(C(=N1)C1=CC=C(C=C1)Cl)C(=C(S3)C)C)C(=NN2)C)=O